ClC1=CC=C(C=C1)C=1CCN(CC1)C(=O)OC(C)(C)C tert-Butyl 4-(4-chlorophenyl)-3,6-dihydropyridine-1(2H)-carboxylate